OC1=CC=C(C=C1)N1C(C2C34C5CC(=CCC5C(C2C1)C4=O)C3=O)=O 4-(4-hydroxyphenyl)-4-aza-14,15-dioxo-pentacyclo[9.2.1.11,7.02,6.08,13]-10-pentadecen-3-one